[N+](=O)([O-])SC[C@H](N)C(=O)O S-nitrocysteine